trimethylsilylium tetrakis(2,3,4,5-tetrafluorophenyl)borate FC1=C(C=C(C(=C1F)F)F)[B-](C1=C(C(=C(C(=C1)F)F)F)F)(C1=C(C(=C(C(=C1)F)F)F)F)C1=C(C(=C(C(=C1)F)F)F)F.C[Si+](C)C